I.I.N1CCNCC1 piperazine di-hydriodide